methyl α-carbomethoxy-β-methyl-p-methoxycinnamate C(=O)(OC)C(C(=O)OC)=C(C1=CC=C(C=C1)OC)C